C(C)[C@H]1OC1 (R)-2-ethyloxirane